3-Aminocrotonic ACID METHYL ESTER COC(\C=C(\C)/N)=O